2-(1-(5,7-difluoroquinolin-6-yl)ethyl)isoindoline-1,3-dione FC1=C2C=CC=NC2=CC(=C1C(C)N1C(C2=CC=CC=C2C1=O)=O)F